C(C)N1C=NC(=C1)CN1C=NC2=C1C=C(C=C2)C(=O)O 1-((1-ethyl-1H-imidazol-4-yl)methyl)-1H-benzo[d]imidazole-6-carboxylic acid